N,1,1-trimethyl-7-(4-(trifluoromethyl)-1H-pyrazol-1-yl)isochroman-4-amine hydrochloride Cl.CNC1COC(C2=CC(=CC=C12)N1N=CC(=C1)C(F)(F)F)(C)C